tert-butyl ((5-((5-(methylthio)-[1,1'-biphenyl]-3-yl)thio)thiazol-2-yl)methyl)carbamate CSC=1C=C(C=C(C1)C1=CC=CC=C1)SC1=CN=C(S1)CNC(OC(C)(C)C)=O